4-iodo-N-(4-methyl-1,2,3,4-tetrahydrobenzo[4,5]imidazo[1,2-a]pyridin-6-yl)-2-(6-azaspiro[2.5]octan-6-yl)-benzamide IC1=CC(=C(C(=O)NC2=CC=CC3=C2N=C2N3CCCC2C)C=C1)N1CCC2(CC2)CC1